C1(=CC=CC=C1)P(C1=C(C2=C(OC3=C2C=CC=C3)C=C1)C1=C(C=CC=3OC2=C(C31)C=CC=C2)P(C2=CC=CC=C2)C2=CC=CC=C2)C2=CC=CC=C2 2,2'-bis(diphenylphosphanyl)-1,1'-bidibenzofuranyl